1-phenyl-3,3-difluorocyclohexene C1(=CC=CC=C1)C1=CC(CCC1)(F)F